α-methylnorvaline C[C@](N)(CCC)C(=O)O